OCC=1C(=CC2=C(N=CS2)C1)C=1C=CC=2N(C1)C=C(N2)NC(=O)C2CC2 N-(6-(5-(hydroxymethyl)benzo[d]thiazol-6-yl)imidazo[1,2-a]pyridin-2-yl)cyclopropanecarboxamide